C(CCCCC(=O)OCCC1=CC=C(C=C1)N)(=O)OCCC1=CC=C(C=C1)N 1,6-bis[2-(4-aminophenyl) ethyl] adipate